((2,4-dioxo-1,3-diazaspiro[4.4]nonane-7-yl)methyl)-6-(6-methoxybenzofuran-2-yl)pyridine-3-sulfonamide O=C1NC2(C(N1)=O)CC(CC2)CC2=NC(=CC=C2S(=O)(=O)N)C=2OC1=C(C2)C=CC(=C1)OC